CCCCCCCCCCCCCCCC/C=C\OC[C@H](COP(=O)([O-])OCC[N+](C)(C)C)OC(=O)CCC/C=C\C/C=C\C/C=C\C/C=C\CCCCC 1-(1Z-octadecenyl)-2-arachidonoyl-sn-glycero-3-phosphocholine